(E)-2-((2,6-diaminopyridin-3-yl)diazenyl)phenyl ethyl carbonat C(OC1=C(C=CC=C1)\N=N\C=1C(=NC(=CC1)N)N)(OCC)=O